3-Methyl-1,2-butylenoxid CC(C1CO1)C